C1(CCCCC1)NC1=C(C=C(C=C1)S(=O)(=O)NC)C=1N=NN(N1)CC=1C=NC=CC1 4-(Cyclohexylamino)-N-methyl-3-(2-(pyridin-3-ylmethyl)-2H-tetrazol-5-yl)benzenesulfonamide